5-fluoro-4-oxo-1H-quinoline-6-carboxylic acid methyl ester COC(=O)C=1C(=C2C(C=CNC2=CC1)=O)F